C[C@@]1([C@@H](O[C@@H]([C@H]1O)CO)N1C=NC=2C(OC)=NC(N)=NC12)O 2'-C-Methyl-6-O-methylguanosine